4-methoxy-N-[(1R,3S)-3-{[2-(trifluoromethyl)quinolin-4-yl]amino}cyclohexyl]benzamide COC1=CC=C(C(=O)N[C@H]2C[C@H](CCC2)NC2=CC(=NC3=CC=CC=C23)C(F)(F)F)C=C1